SCCCCS 1,4-dimercaptobutane